N-(2-((1r,3r,5r,7r)-adamantan-2-ylamino)ethyl)-5-(4-chloro-phenyl)-1-(3,5-dimethoxy-phenyl)-4-methyl-1H-pyrazole-3-carboxamide C12C(C3CC(CC(C1)C3)C2)NCCNC(=O)C2=NN(C(=C2C)C2=CC=C(C=C2)Cl)C2=CC(=CC(=C2)OC)OC